Trimethylphenylammonium Iodide [I-].C[N+](C1=CC=CC=C1)(C)C